N1=CSC2=NC=CC=C21 thiazolo[5,4-b]pyridin